(6-(2-chloro-5-fluorophenyl)-6-hydroxy-2-methyl-8-oxo-3-vinyl-2,6,7,8-tetrahydropyrrolo[3,4-g]indazol-5-yl)-3-fluoro-5-(trifluoromethyl)benzamide ClC1=C(C=C(C=C1)F)C1(NC(C2=C1C(=CC1=C(N(N=C21)C)C=C)C2=C(C(=O)N)C=C(C=C2F)C(F)(F)F)=O)O